1-{4-[(3aR,9bR)-7-[(2-chloro-4,5-difluorophenyl)methoxy]-9b-(4-fluorobenzenesulfonyl)-1H,2H,3H,3aH,4H,5H,9bH-benzo[e]indole-3-carbonyl]piperidin-1-yl}ethan-1-one ClC1=C(C=C(C(=C1)F)F)COC1=CC2=C([C@@]3(CCN([C@@H]3CC2)C(=O)C2CCN(CC2)C(C)=O)S(=O)(=O)C2=CC=C(C=C2)F)C=C1